ClC=1C(=CC=2C3=C(C=NC2C1/C=C/C(=O)O)CN([C@H]3C)C(COC)=O)OC (S,E)-3-(7-chloro-8-methoxy-2-(2-methoxyacetyl)-1-methyl-2,3-dihydro-1H-pyrrolo[3,4-c]quinolin-6-yl)acrylic acid